C(C1=CC=CC=C1)OC1=C2C(=C(N(C2=CC=C1F)C1CCC(CC1)(F)F)C(CO)(C)C)C1=CC=C(C(=O)OCC2=CC=CC=C2)C=C1 Benzyl 4-[4-benzyloxy-1-(4,4-difluorocyclohexyl)-5-fluoro-2-(2-hydroxy-1,1-dimethyl-ethyl)indol-3-yl]benzoate